2-(2-Aminoethyl)-6,7-dichloro-10-(1H-pyrazol-4-yl)-3,4-dihydropyrazino[1,2-a]indol-1-one NCCN1C(C=2N(C=3C(=C(C=CC3C2C=2C=NNC2)Cl)Cl)CC1)=O